CC1(C(C(C(CCC1)(C)C)=O)=O)C 3,3,7,7-tetramethyl-1,2-cycloheptanedione